N6-((cycloocta-2-en-1-yloxy)carbonyl)-L-lysine C1(C=CCCCCC1)OC(=O)NCCCC[C@H](N)C(=O)O